{(4S)-2-[(1R)-1-({[(2-fluoro-5-bromobenzoyl)amino]-acetyl}amino)-3-methylbutyl]-5-oxo-1,3,2-dioxaborolan-4-yl}acetic acid FC1=C(C(=O)NCC(=O)N[C@@H](CC(C)C)B2OC([C@@H](O2)CC(=O)O)=O)C=C(C=C1)Br